FC=1C(=C(C=CC1C1=NNC=N1)C1=CN=C2C(=N1)N(C(CN2)=O)CCOC)C 7-(3-fluoro-2-methyl-4-(1H-1,2,4-triazol-3-yl)phenyl)-1-(2-methoxyethyl)-3,4-dihydropyrazino[2,3-b]pyrazin-2(1H)-one